O=C1N(CC2=CC(=CC=C12)OC1C(CCC1)N1CC2C(C1)COC2)C2C(NC(CC2)=O)=O 3-(1-oxo-5-((2-(tetrahydro-1H-furo[3,4-c]pyrrol-5(3H)-yl)cyclopentyl)oxy)isoindolin-2-yl)piperidine-2,6-dione